bromopropane pyrophosphate OP(O)(=O)OP(=O)(O)O.BrCCC